4,4'-methylenebis(2-methyl-6-isopropyl-cyclohexaneamine) C(C1CC(C(C(C1)C(C)C)N)C)C1CC(C(C(C1)C(C)C)N)C